4,5-bis(9-carbazolyl)-phthalonitrile C1=CC=CC=2C3=CC=CC=C3N(C12)C=1C=C(C(C#N)=CC1N1C2=CC=CC=C2C=2C=CC=CC12)C#N